NC(C(=O)O)(CCCCB(O)O)CCCOC1=C(C=CC=C1)C 2-amino-6-borono-2-(3-(o-tolyloxy)propyl)hexanoic acid